NCCCP(O)=O 3-Aminopropylphosphinic acid